(2S,3S)-3-(o-tolyl)butan-2-yl (S)-2-(8-methoxy-2,4-dioxo-2H-pyrido[2,3-e][1,3]oxazin-3(4H)-yl)propanoate COC1=CC=NC=2C(N(C(OC21)=O)[C@H](C(=O)O[C@@H](C)[C@@H](C)C2=C(C=CC=C2)C)C)=O